2-(1-acryloyl-4-(7-(7-methoxy-3,4-dihydroquinolin-1(2H)-yl)-2-(2-morpholinoethoxy)-5,6,7,8-tetrahydroquinazolin-4-yl)piperazin-2-yl)acetonitrile C(C=C)(=O)N1C(CN(CC1)C1=NC(=NC=2CC(CCC12)N1CCCC2=CC=C(C=C12)OC)OCCN1CCOCC1)CC#N